COC=1C=2N(N=C(C1)C=1C=C3C(=NC1)C=C(S3)C3=CCN(C1(CC1)C3)C(=O)OC(C)(C)C)C=C(N2)C tert-Butyl 7-(6-(8-methoxy-2-methylimidazo[1,2-b]pyridazin-6-yl)thieno[3,2-b]pyridin-2-yl)-4-azaspiro[2.5]oct-6-ene-4-carboxylate